COC1=CC=C(CNC=2C=C(C=CC2O)C(CNC(C)(CCN2C=NC3=C2C=CC=C3)C)O)C=C1 1-[3-(4-methoxybenzyl-amino)-4-hydroxyphenyl]-2-[4-(1-benzimidazolyl)-2-methyl-2-butylamino]ethanol